(4aR,8aS)-6-[3-(4-Tetrahydropyran-4-ylphenyl)azetidine-1-carbonyl]-4,4a,5,7,8,8a-hexahydropyrido[4,3-b][1,4]oxazin-3-one O1CCC(CC1)C1=CC=C(C=C1)C1CN(C1)C(=O)N1C[C@@H]2[C@@H](OCC(N2)=O)CC1